2-[(4-{6-[(4-cyano-2-fluorobenzyl)oxy]pyridin-2-yl}piperidin-1-yl)methyl]-3-(1,3-oxazol-2-ylmethyl)-3H-imidazo[4,5-b]pyridine-5-carboxylic acid C(#N)C1=CC(=C(COC2=CC=CC(=N2)C2CCN(CC2)CC2=NC=3C(=NC(=CC3)C(=O)O)N2CC=2OC=CN2)C=C1)F